C(CCCCC)C(C(OCCN(C(OCCSSCCNC(=O)C=1N=CN(C1)C(=O)OC(C)(C)C)=O)CCOC(C(CCCCCCCC)CCCCCC)=O)=O)CCCCCCCC tert-butyl 4-((14-hexyl-9-(2-((2-hexyldecanoyl)oxy)ethyl)-8,13-dioxo-7,12-dioxa-3,4-dithia-9-azadocosyl) carbamoyl)-1H-imidazole-1-carboxylate